1,16-diiodoperfluorohexadecane IC(C(C(C(C(C(C(C(C(C(C(C(C(C(C(C(I)(F)F)(F)F)(F)F)(F)F)(F)F)(F)F)(F)F)(F)F)(F)F)(F)F)(F)F)(F)F)(F)F)(F)F)(F)F)(F)F